C(CC)C1CCC(CC1)C(=O)OCC(COC(=O)OCCCN(CC)CC)COC(CCCCCCC\C=C/C\C=C/CCCCC)=O 3-(((3-(diethylamino)propoxy)carbonyl)oxy)-2-((((9Z,12Z)-octadeca-9,12-dienoyl)oxy)methyl)propyl 4-propylcyclohexane-1-carboxylate